C1CCC=C2C=CCCC12 1,2,3,7,8,8a-hexahydro-naphthalene